C1(CC1)C=1C=C(C(=O)N=C2NCCN2)C=CC1NC1=CC(=CC=C1)N(C)C(C(C)C)=O 3-cyclopropyl-4-{[3-(N,2-dimethylpropionylamino)phenyl]amino}-N-[(2E)-imidazolidin-2-ylidene]benzamide